CC=1C=C(C=C(C1)C)C1=C(C(=NC(=C1N1C2=CC=C(C=C2C=2C=C(C=CC12)C1=CC=CC=C1)C1=CC=CC=C1)N1C2=C(C=3C=CC=CC13)N=CC=C2)N2C1=C(C=3C=CC=CC23)N=CC=C1)N1C2=CC=C(C=C2C=2C=C(C=CC12)C1=CC=CC=C1)C1=CC=CC=C1 5,5'-(4-(3,5-dimethylphenyl)-3,5-bis(3,6-diphenyl-9H-carbazol-9-yl)pyridine-2,6-diyl)bis(5H-pyrido[3,2-b]indole)